(1S,2S)-N-(6-(5-chloro-7-((dimethylamino)methyl)-6-fluoro-1H-indazol-4-yl)imidazo[1,2-a]pyrazin-2-yl)-2-fluorocyclopropane-1-carboxamide ClC=1C(=C2C=NNC2=C(C1F)CN(C)C)C=1N=CC=2N(C1)C=C(N2)NC(=O)[C@H]2[C@H](C2)F